COC=1C=2N(N=C(C1)C=1N=C3N(C(C1)=O)C=C(S3)C3CCNCC3)C=C(N2)C 7-(8-methoxy-2-methyl-imidazo[1,2-b]pyridazin-6-yl)-2-(4-piperidyl)thiazolo[3,2-a]pyrimidin-5-one